CC1(C(C(=C[C@@]2(CCN(C2)C(=O)C=2C(=NC=CC2)C(F)(F)F)C1)C#N)=O)C (5S)-9,9-dimethyl-8-oxo-2-[2-(trifluoromethyl)pyridine-3-carbonyl]-2-azaspiro[4.5]dec-6-ene-7-carbonitrile